2-[3-(3-chloro-5-trifluoromethoxyphenyl)ureido]benzamide ClC=1C=C(C=C(C1)OC(F)(F)F)NC(NC1=C(C(=O)N)C=CC=C1)=O